C=1N=CN2C1C1=C(OCCC2)C=CC(=C1)C(=O)OC methyl 6,7-dihydro-5H-benzo[b]imidazo[5,1-d][1,5]oxazocine-11-carboxylate